2-(5,6-dimethoxy-2,3-dihydro-1H-inden-1-yl)acetonitrile COC=1C=C2CCC(C2=CC1OC)CC#N